3-Mercaptohexyl butanoate C(CCC)(=O)OCCC(CCC)S